NC1=CC=C2C(=N1)CC[C@H]2NC(=O)[C@H]2N([C@@H]1C[C@@H]1C2)C(=O)[C@@H]2NC[C@H](C2)CC2=CC=C(C=C2)F (1R,3S,5R)-N-((R)-2-amino-6,7-dihydro-5H-cyclopenta[b]pyridin-5-yl)-2-((2R,4S)-4-(4-fluorobenzyl)pyrrolidine-2-carbonyl)-2-azabicyclo[3.1.0]hexane-3-carboxamide